Cl.NC(CC(=O)N(C)OC)C1=CC(=CC=C1)C(F)(F)F 3-amino-N-methoxy-N-methyl-3-(3-(trifluoromethyl)phenyl)propanamide hydrochloride